FC=1C=C(C(=O)NC2(CC2)CC2CCC(CC2)C2=CC=NC3=CC=C(C=C23)F)C=CC1 3-fluoro-N-(1-(((1s,4s)-4-(6-fluoroquinolin-4-yl)cyclohexyl)methyl)cyclopropyl)benzamide